(R)-1-(6-methylpyridin-2-yl)ethane-1-amine CC1=CC=CC(=N1)[C@@H](C)N